5-(4-chloro-2-fluoro-phenyl)-2,3-dimethyl-7-(3-(trifluoromethyl)-1-pyrrolidinyl)pyrido-[4,3-d]pyrimidin-4(3H)-one ClC1=CC(=C(C=C1)C1=NC(=CC=2N=C(N(C(C21)=O)C)C)N2CC(CC2)C(F)(F)F)F